(1r,2s)-2-{3-[5-fluoro-2-methoxy-4-(morpholine-4-carbonyl)anilino]-1H-indazol-6-yl}-5'-methoxyspiro[cyclopropane-1,3'-indol]-2'(1'H)-one FC=1C(=CC(=C(NC2=NNC3=CC(=CC=C23)[C@@H]2C[C@@]23C(NC2=CC=C(C=C32)OC)=O)C1)OC)C(=O)N1CCOCC1